2-(1-(3-(benzo[b]thiophen-5-yl)phenyl)cyclopropyl)-3,5,6,7,8,9-hexahydro-4H-pyrimido[5,4-c]azepin-4-one S1C2=C(C=C1)C=C(C=C2)C=2C=C(C=CC2)C2(CC2)C=2NC(C=1CNCCCC1N2)=O